3-(4-(3-(3-(1-Methylcyclopropyl)-1H-pyrazol-4-yl)pyrrolidin-1-yl)pyrimidin-2-yl)-6-(trifluoromethyl)imidazo[1,2-a]pyrazine CC1(CC1)C1=NNC=C1C1CN(CC1)C1=NC(=NC=C1)C1=CN=C2N1C=C(N=C2)C(F)(F)F